4-((2S,4s,6r)-2-hydroxy-7-((5-methoxy-7-methyl-1H-indol-4-yl)methyl)-2-methyl-7-azaspiro[3.5]nonan-6-yl)benzoic acid OC1(CC2(C1)C[C@@H](N(CC2)CC2=C1C=CNC1=C(C=C2OC)C)C2=CC=C(C(=O)O)C=C2)C